europium germanium sulfur oxide S=O.[Ge].[Eu]